N-(3-Hydroxy-4-methoxyphenyl)-2-isopropyl-5,5-dimethylcyclohexane-carboxamide OC=1C=C(C=CC1OC)NC(=O)C1C(CCC(C1)(C)C)C(C)C